4,4,4-trifluorobutanoic Acid FC(CCC(=O)O)(F)F